4-fluoro-N-[(1s,4s)-4-{[6-chloro-2-(trifluoromethyl)quinolin-4-yl]amino}cyclohexyl]benzamide FC1=CC=C(C(=O)NC2CCC(CC2)NC2=CC(=NC3=CC=C(C=C23)Cl)C(F)(F)F)C=C1